pentadecan-8-yl 8-chlorooctanoate ClCCCCCCCC(=O)OC(CCCCCCC)CCCCCCC